OCC1=CC(=NC=C1)C#N 4-(hydroxymethyl)pyridinenitrile